5-(Benzyloxy)-1-(4-Chlorobenzyl)-2-(4-fluorophenyl)-1H-Benzo[d]imidazole C(C1=CC=CC=C1)OC1=CC2=C(N(C(=N2)C2=CC=C(C=C2)F)CC2=CC=C(C=C2)Cl)C=C1